6-oxo-2-azaspiro[3.5]nonane hemioxalate C(C(=O)O)(=O)O.O=C1CC2(CNC2)CCC1.O=C1CC2(CNC2)CCC1